FC1(CCOC=2C1=NC=CC2C(C)N2C[C@@H](N(C[C@H]2C)C=2C=1N=C(N(C1N(C(N2)=O)C)CC)CC#N)C)F 2-(6-((2S,5R)-4-(1-(4,4-difluoro-3,4-dihydro-2H-pyrano[3,2-b]pyridin-8-yl)ethyl)-2,5-dimethylpiperazin-1-yl)-9-ethyl-3-methyl-2-oxo-3,9-dihydro-2H-purin-8-yl)acetonitrile